C(C)(C)C1=CC=C2C(C=3C=CC(=CC3C(C2=C1)=O)[SH+]C1=CC=C(C=C1)C)=S 7-isopropyl-9-oxo-10-thioxo-9,10-dihydro-anthracene-2-yl-p-tolylsulfonium